CC1=CC=C(C=C1)S(=O)(=O)OC=1C(=C(C=CC1)OS(=O)(=O)C1=CC=C(C)C=C1)OS(=O)(=O)C1=CC=C(C)C=C1 tris(p-toluenesulfonyloxy)benzene